C(C)N1N=C2N=C(C=NC2=C1)N[C@@H](C)C=1C=C(C=CC1C)NC(CC1=C(C=CC=C1)F)=O (S)-N-(3-(1-((2-ethyl-2H-pyrazolo[3,4-b]pyrazin-6-yl)amino)ethyl)-4-methylphenyl)-2-(2-fluorophenyl)acetamide